C(CCCCCCCCCCCCCCCCCCCCCCCCCCCCC)(=O)OCCCCCCCCCCCCCCCCCCCCCCCCCCCCCC triacontyl melissate